FC1=C(CNC(OC(C)(C)C)=O)C=CC(=C1)C(N)=NO tert-butyl [2-fluoro-4-(N'-hydroxycarbamimidoyl)benzyl]carbamate